NC1=NNC2=C(C=C(C=C12)C1=CC(=NC=C1)NC(=O)C1CC1)CCC(C)(C)O N-(4-(3-Amino-7-(3-hydroxy-3-methylbutyl)-1H-indazol-5-yl)pyridin-2-yl)cyclopropanecarboxamide